C1(CCCN1)=O 4-butanelactam